BrC=1C=C(C=C(C1)N1[C@@H](COCC1)C)C1(COCC1)O 3-(3-bromo-5-((R)-3-methylmorpholino)phenyl)tetrahydrofuran-3-ol